[N-]=C=O.NCCC[Si](O)(O)O 3-aminopropyl-trihydroxysilane isocyanate